CC(C=O)CCCC=O 2-methyladipaldehyde